ClC=1C=C2C(=NC1)C(=CO2)C2=CC(=CC=C2)OC(F)(F)F 6-chloro-3-(3-(trifluoromethoxy)phenyl)furo[3,2-b]pyridine